N-((1-(3-fluorobenzyl)piperidin-4-yl)methyl)nicotinamide FC=1C=C(CN2CCC(CC2)CNC(C2=CN=CC=C2)=O)C=CC1